C1(CCCC1)C[C@@H](C(=O)N[C@@H](C[C@H]1C(NCC1)=O)C(C(=O)NCC)=O)NC(O[C@@H](C(F)(F)C1=CC(=CC=C1)Cl)C1=CC=CC=C1)=O (R)-2-(3-chlorophenyl)-2,2-difluoro-1-phenylethyl ((S)-3-cyclopentyl-1-(((S)-4-(ethylamino)-3,4-dioxo-1-((S)-2-oxopyrrolidin-3-yl) butan-2-yl)amino)-1-oxopropan-2-yl)carbamate